(S)-N-((R)-1-(5-bromo-6-methoxypyridin-3-yl)ethyl)-N-ethyl-2-methylpropane-2-sulfinamide BrC=1C=C(C=NC1OC)[C@@H](C)N([S@@](=O)C(C)(C)C)CC